CS(=O)(=O)OC1=C(C=CC(=C1)[N+](=O)[O-])C(=O)OC.[Na] sodium (2-methoxycarbonyl-5-nitro-phenyl) methanesulfonate